OC1=CC=C(C=C1)N[C@H](C(=O)N(C)C)[C@@H](C)C1=CC=CC=C1 (2S,3S)-2-((4-Hydroxyphenyl)amino)-N,N-dimethyl-3-phenylbutanamide